N-(4-((2-amino-3-iodopyridin-4-yl)oxy)-3,5-difluorophenyl)-1-(3-fluoropyridin-2-yl)-5-(trifluoromethyl)-1H-pyrazole-4-carboxamide NC1=NC=CC(=C1I)OC1=C(C=C(C=C1F)NC(=O)C=1C=NN(C1C(F)(F)F)C1=NC=CC=C1F)F